[Si].[Fe].[Si] silicon iron-silicon